FC(C1=NC=CC(=C1)C1=C(N=C2N1C=CC=N2)C2=CC1=C(OCCN1)C=C2)(F)F 6-(3-(2-(triFluoromethyl)pyridin-4-yl)imidazo[1,2-a]pyrimidin-2-yl)-3,4-dihydro-2H-benzo[b][1,4]oxazine